ClC1=C(C=2N=C(N=C(C2C=N1)N1CCOC[C@](C1)(O)C)OC[C@]12CCCN2C[C@@H](C1)F)F (S)-4-(7-chloro-8-fluoro-2-(((2R,7aS)-2-fluorohexahydro-1H-pyrrolizin-7a-yl)methoxy)pyrido[4,3-d]pyrimidin-4-yl)-6-methyl-1,4-oxazepan-6-ol